1,8-bis(dimethoxyphenyl-silyl)octane CO[Si](CCCCCCCC[Si](C1=CC=CC=C1)(OC)OC)(C1=CC=CC=C1)OC